9-Acridinamine, dihydrochloride Cl.Cl.C1=CC=CC2=NC3=CC=CC=C3C(=C12)N